(R)-3-Hydroxy-1-methyl-3-(3-(6-(2-((1-(2-morpholinoethyl)-1H-pyrazol-4-yl)amino)pyrimidin-4-yl)pyridin-2-yl)isoxazol-5-yl)pyrrolidin-2-one O[C@@]1(C(N(CC1)C)=O)C1=CC(=NO1)C1=NC(=CC=C1)C1=NC(=NC=C1)NC=1C=NN(C1)CCN1CCOCC1